FC(OC1=CC(=NC=C1)NC(N(C1CC2(CN(C2)C(=O)C2=C3N(N=C2)C=CN3C)C1)C)=O)F 3-(4-(difluoromethoxy)pyridin-2-yl)-1-methyl-1-(2-(1-methyl-1H-imidazo[1,2-b]pyrazole-7-carbonyl)-2-azaspiro[3.3]heptan-6-yl)urea